4-(2'-Acetamidophenyl)-8-methoxyquinoline C(C)(=O)NC1=C(C=CC=C1)C1=CC=NC2=C(C=CC=C12)OC